FC1=C(C=CC=C1)[C@@H]1COCC(CN1)(C)C |r| (+/-)-3-(2-fluorophenyl)-6,6-dimethyl-1,4-oxazepane